C12CN(CC(C1)C2)C2=C(C=CC(=C2)[N+](=O)[O-])C(=O)N2CCS(CC2)(=O)=O [2-(3-azabicyclo[3.1.1]hept-3-yl)-4-nitrophenyl]-(1,1-dioxo-1,4-thiazinan-4-yl)methanone